C(C1=CC=CC=C1)(=O)OC=1C(=C(C=O)C=CC1OC)Br 3-(benzoyloxy)-2-bromo-4-methoxybenzaldehyde